tert-butyl 2-[(4R)-4-[3-(2,4-dioxohexahydropyrimidin-1-yl)-5-fluoro-1-methyl-indazol-6-yl]-3,3-difluoro-1-piperidyl]acetate O=C1N(CCC(N1)=O)C1=NN(C2=CC(=C(C=C12)F)[C@@H]1C(CN(CC1)CC(=O)OC(C)(C)C)(F)F)C